tert-butyl 4-(4-(5-fluoro-3-(2-fluoro-4-(2-hydroxypropan-2-yl) benzamido)-2-methylphenyl)-7-tosyl-7H-pyrrolo[2,3-d]pyrimidin-6-yl)-5,6-dihydropyridine-1(2H)-carboxylate FC=1C=C(C(=C(C1)C=1C2=C(N=CN1)N(C(=C2)C2=CCN(CC2)C(=O)OC(C)(C)C)S(=O)(=O)C2=CC=C(C)C=C2)C)NC(C2=C(C=C(C=C2)C(C)(C)O)F)=O